(R)-3-(2,5-diethoxy-4-ethylphenyl)piperidine hydrochloride Cl.C(C)OC1=C(C=C(C(=C1)CC)OCC)[C@@H]1CNCCC1